C1=CC=CC=2C3=CC=CC=C3C3(C12)C=1C=CC=CC1C1=C2C(C=CC=C23)=CC=C1 spiro[7H-benz[de]anthracene-7,9'-[9H]fluorene]